C(C)OC1=CC=C(C=C1)C=1SC=C(N1)C(=O)OCCC=1SC=CC1 2-(Thiophen-2-yl)ethyl 2-(4-ethoxyphenyl)thiazole-4-carboxylate